C(C)(C)OC1=C(C=CC=C1)[C@H]1CN(CCN1)CC=1C=CC(=NC1)N1CCOCC1 4-(5-{[(3S)-3-(2-isopropoxyphenyl)piperazin-1-yl]methyl}pyridin-2-yl)morpholine